2-chloro-3-[5-[1-(2-fluoro-6-methyl-phenyl)-piperidin-4-yl]-6-oxo-7-(2-trifluoromethyl-benzyl)-4,5,6,7-tetrahydro-pyrazolo[3,4-d]pyrimidin-2-yl]-propionic acid methyl ester COC(C(CN1N=C2N(C(N(CC2=C1)C1CCN(CC1)C1=C(C=CC=C1C)F)=O)CC1=C(C=CC=C1)C(F)(F)F)Cl)=O